C(#C)C=1C=CC2=C(C(=NCC=3N2C=NC3C3=CN=CO3)C3=C(C=CC=C3)F)C1 5-(8-ethynyl-6-(2-fluorophenyl)-4H-benzo[f]imidazo[1,5-a][1,4]diazepin-3-yl)oxazole